trichloroBenzene C1=CC(=C(C(=C1)Cl)Cl)Cl